3-[4-(4-aminopiperidin-1-yl)-5-fluoro-3-(3-fluoro-5-methylphenyl)quinolin-6-yl]-2-hydroxybenzonitrile NC1CCN(CC1)C1=C(C=NC2=CC=C(C(=C12)F)C=1C(=C(C#N)C=CC1)O)C1=CC(=CC(=C1)C)F